C(C)(C)[Si](OCCC1=C(C=CC=C1)C=CCC(=O)O)(C(C)C)C(C)C 4-(2-(2-((Triisopropylsilyl)oxy)ethyl)phenyl)but-3-enoic acid